6-(HYDROXYMETHYL)NAPHTHALENE-1-BORONIC ACID OCC=1C=C2C=CC=C(C2=CC1)B(O)O